(1R)-1-[3-methyl-5-(trifluoromethyl)phenyl]ethan-1-amine HCl salt Cl.CC=1C=C(C=C(C1)C(F)(F)F)[C@@H](C)N